BrC1=CC=CC(=N1)NC 6-bromo-N-methylpyridin-2-amine